BrC=1C=C(N)C=C(C1)OC 3-bromo-5-methyloxyaniline